FC(S(=O)(=O)[O-])(F)F.FC(S(=O)(=O)[O-])(F)F.C(C)#N.[Li+].[Li+] lithium acetonitrile bis(trifluoromethanesulfonate)